CC=1N(C(C2=C(N1)C(=NC(=C2)N2C[C@H](OCC2)C=2C=NN(C2)C)C21CC(C2)(C1)C)=O)C 2,3-dimethyl-8-(3-methyl-1-bicyclo[1.1.1]pentanyl)-6-[(2R)-2-(1-methylpyrazol-4-yl)morpholin-4-yl]pyrido[3,4-d]pyrimidin-4-one